N-(4-((4-(4-Cyano-6-methylpyrimidin-2-yl)piperazin-1-yl)sulfonyl)phenyl)-5-(((1,3-diaminopropan-2-yl)amino)methyl)-2-(N-methylmethylsulfonamido)benzamide trihydrochloride Cl.Cl.Cl.C(#N)C1=NC(=NC(=C1)C)N1CCN(CC1)S(=O)(=O)C1=CC=C(C=C1)NC(C1=C(C=CC(=C1)CNC(CN)CN)N(S(=O)(=O)C)C)=O